CC(C)CCC[C@@H](C)[C@H]1CC[C@H]2[C@@H]3CC=C4C=C(CC([C@]4(C)[C@H]3CC[C@]12C)CC(=O)O)CC(=O)O cholest-3,5-diene-1,3-diacetic acid